4-(2-(2-aminoethoxy)acetamido)-N-(2-(3,4-dichlorophenyl)thiazol-4-yl)butanamide hydrochloride Cl.NCCOCC(=O)NCCCC(=O)NC=1N=C(SC1)C1=CC(=C(C=C1)Cl)Cl